4,4,4',4',5,5'-hexamethyl-2,2'-bi(1,3,2-dioxaborolane) CC1(OB(OC1C)B1OC(C(O1)(C)C)C)C